phosphonopropionate P(=O)(O)(O)C(C(=O)[O-])C